CC=1C=C(C=CC1NC(=O)NC1=CC=CC=C1)S(=O)(=O)N[C@H](C)C1CCNCC1 (R)-3-methyl-4-(3-phenylureido)-N-(1-(piperidin-4-yl)ethyl)benzenesulfonamide